FC1=CC=CC=2N=C(SC21)N(CCC2=CC=C(C=C2)OC)CC2=CC=C(C=C2)C2=CC=C(O2)C(=O)O 5-(4-(((7-fluorobenzo[d]thiazol-2-yl)(4-methoxyphenethyl)amino)-methyl)phenyl)furan-2-carboxylic acid